3-sulfonyl-pyruvic acid S(=O)(=O)=CC(C(=O)O)=O